O1COC2=C1C=CC(=C2)CCC(=CCCOC2=CC=C(C=C2)CCC(C)=O)C 4-(4-((6-(benzo[d][1,3]dioxol-5-yl)-4-methylhex-3-en-1-yl)oxy)phenyl)butan-2-one